(6-Amino-5-(pyridin-2-yl)pyrimidin-4-yl)amino-6-methoxy-1H-indazole NC1=C(C(=NC=N1)NN1N=CC2=CC=C(C=C12)OC)C1=NC=CC=C1